(S)-4-amino-4-(3-(trifluoromethoxy)phenyl)butyronitrile hydrochloride Cl.N[C@@H](CCC#N)C1=CC(=CC=C1)OC(F)(F)F